C(C)(C)(C)[S@@](=O)N[C@@H]1C2=C(OC13CCN(CC3)C(=O)OC(C)(C)C)C=CC=C2 tert-butyl (3R)-3-[[(R)-tert-butylsulfinyl]amino]spiro[3H-benzofuran-2,4'-piperidine]-1'-carboxylate